(1'R,2'R)-6-hydroxy-5'-methyl-4-pentyl-2'-(prop-1-en-2-yl)-1',2',3',4'-tetrahydro-[1,1'-biphenyl]-2-yl methyl(2-(phosphonooxy)ethyl)carbamate di-ammonium salt [NH4+].[NH4+].CN(C(OC1=C(C(=CC(=C1)CCCCC)O)[C@H]1[C@@H](CCC(=C1)C)C(=C)C)=O)CCOP(=O)(O)O